COC(=O)C=1C=CC2=C(NC(=N2)CC2=C(C=C(C=C2)C2=NC(=CC=C2)OCC2=C(C=C(C=C2)C#N)F)F)C1 2-(4-(6-((4-cyano-2-fluorobenzyl)oxy)pyridin-2-yl)-2-fluorobenzyl)-1H-benzo[d]imidazole-6-carboxylic acid methyl ester